2-[2-(ethylamino)-5,8-dioxo-6-(propan-2-yl)-5,6,7,8-tetrahydro-4H-pyrazolo[1,5-a]pyrrolo[3,4-d]pyrimidin-4-yl]-N-(5-fluoropyridin-2-yl)acetamide C(C)NC1=NN2C(N(C3=C(C2=O)CN(C3=O)C(C)C)CC(=O)NC3=NC=C(C=C3)F)=C1